tert-butyl (1S*,2S*,3R*,5R*)-(±)-3-amino-2-hydroxy-8-azabicyclo[3.2.1]octane-8-carboxylate N[C@H]1[C@@H]([C@@H]2CC[C@H](C1)N2C(=O)OC(C)(C)C)O |r|